(3,5-difluoropyridin-2-yl)methylamine dihydrochloride Cl.Cl.FC=1C(=NC=C(C1)F)CN